2-(2-chlorophenyl)-N-[3-{[(dimethylamino)methylene]sulfamoyl}-4-(2-ethoxypyrimidin-5-yl)phenyl]acetamide ClC1=C(C=CC=C1)CC(=O)NC1=CC(=C(C=C1)C=1C=NC(=NC1)OCC)S(N=CN(C)C)(=O)=O